tert-butyl (4-(6-chloro-3-neopentyl-4-oxo-3,4-dihydroquinazolin-2-yl)butyl)(methyl)carbamate ClC=1C=C2C(N(C(=NC2=CC1)CCCCN(C(OC(C)(C)C)=O)C)CC(C)(C)C)=O